O-(4-hydroxybenzoyl)-benzoic acid OC1=CC=C(C(=O)OC(C2=CC=CC=C2)=O)C=C1